BrC=1C=C(C=CC1F)NC(=NO)C1=NON=C1S[C@@H]1CN(CCC1)S(N)(=O)=O (S)-N-(3-bromo-4-fluorophenyl)-N'-hydroxy-4-((1-sulfamoylpiperidin-3-yl)thio)-1,2,5-oxadiazole-3-carboxamidine